BrC1=CC=CC(=N1)C(C#N)C1CCC1 2-(6-Bromopyridin-2-yl)-2-cyclobutylacetonitrile